BrC=1C(=C(N)C=CC1)C#CC 3-Bromo-2-(prop-1-yn-1-yl)aniline